C(CC)OCCOCCOCCOCCO 2-[2-[2-(2-propoxyethoxy)ethoxy]ethoxy]ethanol